6-(cyclopropanecarboxamido)-4-((5,6-dihydrobenzo[f][1,2,4]triazolo[4,3-d][1,4]oxazepin-8-yl)amino)-N-methylpyridazine-3-carboxamide C1(CC1)C(=O)NC1=CC(=C(N=N1)C(=O)NC)NC1=CC=CC=2C=3N(CCOC21)C=NN3